CC1=C(C=C(N)C=C1)N1N=C(N=C1)C 4-methyl-3-(3-methyl-1,2,4-triazol-1-yl)aniline